C(C)C1=C(C=CC(=C1)F)N1CN(C(C2=CC(=CC=C12)C(F)(F)F)=O)C=1C(=NC(=CC1)OC)C 1-(2-ethyl-4-fluorophenyl)-3-(6-methoxy-2-methylpyridin-3-yl)-6-(trifluoromethyl)-2,3-dihydroquinazolin-4(1H)-one